2-(pyrrolidin-1-yl)ethyl ((3S,5R,8R,9S,10S,13R,14S,17R)-14-hydroxy-10,13-dimethyl-17-(2-oxo-2H-pyran-5-yl)hexadecahydro-1H-cyclopenta[a]phenanthren-3-yl)carbamate O[C@]12[C@@H]3CC[C@@H]4C[C@H](CC[C@@]4([C@H]3CC[C@@]2([C@H](CC1)C=1C=CC(OC1)=O)C)C)NC(OCCN1CCCC1)=O